C[C@H]1N([C@H](CN(C1)C)C)CC=1C=CC2=C(C(=NO2)N2C(NC(CC2)=O)=O)C1 1-(5-(((2R,6S)-2,4,6-trimethylpiperazin-1-yl)methyl)benzo[d]isoxazol-3-yl)dihydropyrimidine-2,4(1H,3H)-dione